2-chloro-N-(4-((1,4-dioxo-1,4-dihydronaphthalen-2-yl)amino)phenyl)-4-fluorobenzamide ClC1=C(C(=O)NC2=CC=C(C=C2)NC=2C(C3=CC=CC=C3C(C2)=O)=O)C=CC(=C1)F